COC1(CN(C1)C(=O)OC(C)(C)C)C=1C(=NC=NC1)C tert-butyl 3-methoxy-3-(4-methylpyrimidin-5-yl)azetidine-1-carboxylate